4,8-bis-[5-(2-hexyl-decyl)-thiophen-2-yl]-2,6-bis-trimethylstannyl-benzo[1,2-b:4,5-b']Dithiophene C(CCCCC)C(CC1=CC=C(S1)C1=C2C(SC(=C2)[Sn](C)(C)C)=C(C2=C1SC(=C2)[Sn](C)(C)C)C=2SC(=CC2)CC(CCCCCCCC)CCCCCC)CCCCCCCC